C(C1=CC=CC=C1)N1C2CCNC2C1 6-benzyl-2,6-diazabicyclo[3.2.0]heptane